FC(=CC(=O)NC1=CC=C(C=C1)C)S(=O)(=O)C1=CC=C(C)C=C1 3-fluoro-N-p-tolyl-3-(p-toluenesulfonyl)acrylamide